BrC1=CC=C2C3(CNC2=C1)CCC3 6'-bromospiro[cyclobutane-1,3'-indoline]